N1N=CN=C1[C@@H]1CN(CC1)C(=O)N1CCC(CC1)CNS(=O)(=O)C1=CC=C(C=C1)C(F)(F)F N-[[1-[(3S)-3-(1H-1,2,4-triazol-5-yl)pyrrolidine-1-carbonyl]-4-piperidinyl]methyl]-4-(trifluoromethyl)benzenesulfonamide